N-(3-{[4-({3-[methyl(methylsulfonyl)amino]benzyl}amino)-5-(trifluoromethyl)pyrimidin-2-yl]amino}phenyl)acetamide CN(C=1C=C(CNC2=NC(=NC=C2C(F)(F)F)NC=2C=C(C=CC2)NC(C)=O)C=CC1)S(=O)(=O)C